7-chloro-4-oxo-1-(1,3-thiazol-2-yl)-1,4-dihydro-1,8-naphthyridine-3-carboxylic acid ethyl ester C(C)OC(=O)C1=CN(C2=NC(=CC=C2C1=O)Cl)C=1SC=CN1